FC(C=1C=CC=2N(C1)N=CC2)F 6-(Difluoromethyl)pyrazolo[1,5-a]pyridine